O=C1NC(CCC1N1C(N(C2=C1C=CC(=C2)CCCC(=O)O)C)=O)=O 4-[1-(2,6-dioxo-3-piperidyl)-3-methyl-2-oxo-benzimidazol-5-yl]Butyric acid